C(C)(C)(C)C=1C(=CC2=C(N(C(O2)=O)CC2=CN=C(O2)C(=O)OCC)C1)Cl Ethyl 5-((5-(tert-butyl)-6-chloro-2-oxo-1,3-benzoxazol-3-yl)methyl)oxazole-2-carboxylate